ClC1=NC=C(C(=N1)C1=C(N=C(S1)C)C)F 5-(2-chloro-5-fluoropyrimidin-4-yl)-2,4-dimethyl-1,3-thiazole